5-ethoxy-4-((5-methyl-1H-pyrazol-3-yl)amino)-6-morpholinopyrimidin C(C)OC=1C(=NC=NC1N1CCOCC1)NC1=NNC(=C1)C